COC([C@@H](NC([C@@H](NC([C@@H](NC(=O)OC(C)(C)C)CC(C)C)=O)CC1=CC=CC=C1)=O)CSC([2H])([2H])[2H])=O N-(t-butoxycarbonyl)-L-leucyl-L-phenylalanyl-S-(methyl-d3)-L-cysteine methyl ester